butyl (2R)-4-[2-(6,6-dimethyl-4,5,6,7-tetrahydro-1H-indazol-3-yl)-1H-indole-6-carbonyl]-2-methylpiperazine-1-carboxylate CC1(CCC=2C(=NNC2C1)C=1NC2=CC(=CC=C2C1)C(=O)N1C[C@H](N(CC1)C(=O)OCCCC)C)C